O[C@@H](CO)C1=CC(=NC(=C1)C1=CC=C(C=C1)OC1=CC=C(C=C1)OC(F)(F)F)C(=O)N 4-((R)-1,2-Dihydroxyethyl)-6-[4-(4-trifluoromethoxy-phenoxy)phenyl]-pyridine-2-carboxylic acid amide